CC1(C(CCC1)O)C 2,2-dimethylcyclopentanol